allylindolealdehyde C(C=C)C1=C(NC2=CC=CC=C12)C=O